C(#N)CC(=O)NC1=C(C(=CC=C1)F)F 2-cyano-N-(2,3-difluorophenyl)acetamide